CC(C)(C)NC([O-])=O 1,1-Dimethylethylcarbamate